5-(8,9,10,11-tetrahydro-3H-pyrazolo[4,3-a]phenanthridin-7-yl)-1H-benzo[d]imidazol-2(3H)-one C1=NNC=2C1=C1C=3CCCCC3C(=NC1=CC2)C2=CC1=C(NC(N1)=O)C=C2